CC1=C(C=CC(=C1F)Br)NC(CC(C)(C)C)=O N-(2-methyl-3-fluoro-4-bromophenyl)-3,3-dimethylbutyramide